C(N)(=N)C1=CC2=C(N=C(N2)CCC=2NC3=C(N2)C=CC(=C3)C(N)=N)C=C1 1,2-bis(5-amidino-2-benzimidazolyl)ethane